(1-(4-(((tert-butyldimethylsilyloxy)methyl)phenyl)-4-methyl-1H-1,2,3-triazol-5-yl)methoxy)-6-chloropyridazine [Si](C)(C)(C(C)(C)C)OCC1=C(C=CC=C1)C1(N=NNC1COC=1N=NC(=CC1)Cl)C